F[B-](F)(F)F.C1=NC=C2N1C1=CC=CC=C1C=C2 imidazo[1,5-a]quinoline, tetrafluoroborate salt